CN([C@@H](CC(C)C)C(=O)N1CC2(CC1C(=O)N)C(NC1=CC=C(C=C12)[2H])=O)C(=O)C=1NC2=C(C(=CC(=C2C1[2H])F)F)F 1'-(N-methyl-N-(4,6,7-trifluoro-1H-Indole-2-carbonyl-3-d)-L-leucyl)-2-oxospiro[indoline-3,3'-pyrrolidine]-5-d-5'-carboxamide